NC=1C=NC(=C(C#N)C1)N(C)C 5-amino-2-(dimethylamino)nicotinonitrile